O1S(CCC1)(=O)=O 1,2λ6-oxathiolane-2,2-dione